tert-butyl [2-(7-{[(2R)-1,4-dioxan-2-ylmethyl]carbamoyl}-8-methyl-4,5-dihydro-2H-furo[2,3-g]indazol-2-yl)ethyl]carbamate O1[C@@H](COCC1)CNC(=O)C1=C(C2=C(CCC3=CN(N=C23)CCNC(OC(C)(C)C)=O)O1)C